C(C)(C)(C)N(C(=O)OCC(F)(F)F)[C@H](C(=O)N[C@@H]1CN(CC[C@H]1CC(C)C)C(=O)C=1C=2N(C=CC1)C=NC2)C(C)(C)C Trifluoroethanol tert-butyl-((S)-1-(((3S,4R)-1-(imidazo[1,5-a]pyridine-8-carbonyl)-4-isobutylpiperidin-3-yl)amino)-3,3-dimethyl-1-oxobutan-2-yl)carbamate